1-(6-chloropyridin-3-yl)-N-((1-methyl-1H-pyrazol-3-yl)methyl)methylamine ClC1=CC=C(C=N1)CNCC1=NN(C=C1)C